BrC1=NN(C2=NC(=NC(=C21)OC)Cl)C(C)C=2C=NC(=CC2)C2CC2 3-bromo-6-chloro-1-(1-(6-cyclopropylpyridin-3-yl)ethyl)-4-methoxy-1H-pyrazolo[3,4-d]pyrimidine